C(C)C1=CC=C(C=C1)C=1C2=CC=CC=C2C(=C2C=CC=CC12)C1=CC=CC=C1 9-(4-ethylphenyl)-10-phenylanthracene